C1(CC1)S(=O)(=O)NC1=CN=CC(=N1)C(C(=O)NC1=NC=C(C=C1)C1=NC(=CN=C1)OCC)OC 2-(6-(cyclopropanesulfonamido)pyrazin-2-yl)-N-(5-(6-ethoxypyrazin-2-yl)pyridin-2-yl)-2-methoxyacetamide